(6-((2-((4-(4-(4-cyclopropylpiperazin-1-yl)piperidin-1-yl)-2-methoxy-5-methylphenyl)amino)-7H-pyrrolo[2,3-d]pyrimidin-4-yl)amino)quinoxalin-5-yl)dimethylphosphine oxide C1(CC1)N1CCN(CC1)C1CCN(CC1)C1=CC(=C(C=C1C)NC=1N=C(C2=C(N1)NC=C2)NC=2C(=C1N=CC=NC1=CC2)P(C)(C)=O)OC